ClC1=C(C=CC=C1)C1=CC=C(C=C1)N1C[C@H](CC1)OC1=NC=C(C=C1)C(F)(F)F (S)-2'-chloro-4-(3-(5-(trifluoromethyl)pyridin-2-yloxy)pyrrolidin-1-yl)biphenyl